3-hydroxy-1,5-dioxaspiro[5.5]undecane OC1COC2(OC1)CCCCC2